NC=1N=CC(=NC1)C#CC=1C=C(C(=O)N[C@H](CO)CCOC(F)(F)F)C=CC1OC(F)F 3-[2-(5-aminopyrazin-2-yl)ethynyl]-4-(difluoromethoxy)-N-[(2S)-1-hydroxy-4-(trifluoromethoxy)butane-2-yl]benzamide